CC1=CC=C(C(=O)NNC(C(F)(F)F)=O)C=C1 4-methyl-N'-(trifluoroacetyl)benzohydrazide